7-amino-4-(1-methyl-1H-indazol-6-yl)-2-[(3-phenyloxiran-2-yl)methyl]-2,3-dihydro-1H-isoindol-1-one NC=1C=CC(=C2CN(C(C12)=O)CC1OC1C1=CC=CC=C1)C1=CC=C2C=NN(C2=C1)C